C(CCCC)C(CCCOB(O)O)CCCCC (4-pentylnonyl)boric acid